C(C=C)NC(=O)N N-allylurea